C(C=CC)(=O)O butenic acid